trans-4-((1,3-dioxolan-2-yl)methyl)cyclohexane-1-amine O1C(OCC1)C[C@@H]1CC[C@H](CC1)N